CC=1C=C(OC1)C(=O)OC methyl 4-methylfuran-2-carboxylate